(S)-1-(6-methyl-4-(trifluoromethyl)pyridin-2-yl)-5-(5,6,7,8-tetrahydro-[1,2,4]triazolo[4,3-a]pyrazine-7-carbonyl)pyrrolidin-2-one CC1=CC(=CC(=N1)N1C(CC[C@H]1C(=O)N1CC=2N(CC1)C=NN2)=O)C(F)(F)F